N-(4-(4-amino-3-(4-(cyclopentyloxy)phenyl)-7-oxo-6,7-dihydro-2H-pyrazolo[3,4-d]pyridazin-2-yl)phenyl)acrylamide NC=1C=2C(C(NN1)=O)=NN(C2C2=CC=C(C=C2)OC2CCCC2)C2=CC=C(C=C2)NC(C=C)=O